N-hydroxylbenzenesulfonamide ONS(=O)(=O)C1=CC=CC=C1